(2R)-2-({2-[4-bromo-2-(trifluoromethoxy)phenyl][1,2,4]triazolo[1,5-c]quinazolin-5-yl}amino)butanamide methyl-(2s,4s)-1-((4-phenoxybenzoyl)glycyl)-4-phenylpyrrolidine-2-carboxylate COC(=O)[C@H]1N(C[C@@H](C1)C1=CC=CC=C1)C(CNC(C1=CC=C(C=C1)OC1=CC=CC=C1)=O)=O.BrC1=CC(=C(C=C1)C1=NN2C(=NC=3C=CC=CC3C2=N1)N[C@@H](C(=O)N)CC)OC(F)(F)F